N1C=CC=2C1=NC=C(C2)CNC(=O)C2=NC=CC(=C2)CC2=CC=C(C=C2)CN2N=CC(=C2)C 4-[4-(4-methyl-pyrazol-1-ylmethyl)-benzyl]-pyridine-2-carboxylic acid (1H-pyrrolo[2,3-b]pyridin-5-ylmethyl)-amide